BrC1=CC=C(C=C1)C1=NC=C2N1C(=NC=C2)N(CC2=CC=C(C=C2)OC)CC2=CC=C(C=C2)OC 3-(4-bromophenyl)-N,N-bis(4-methoxybenzyl)imidazo[1,5-c]pyrimidin-5-amine